1,6-bis(N,N'-dibenzylthiocarbamoyl-dithio)-hexane C(C1=CC=CC=C1)N(C(=S)SSCCCCCCSSC(N(CC1=CC=CC=C1)CC1=CC=CC=C1)=S)CC1=CC=CC=C1